Didodecylmercaptoethyl 2,2-bis(3,5-di-tert-butyl-4-hydroxybenzyl)malonate C(C)(C)(C)C=1C=C(CC(C(=O)OCCS(CCCCCCCCCCCC)CCCCCCCCCCCC)(C(=O)[O-])CC2=CC(=C(C(=C2)C(C)(C)C)O)C(C)(C)C)C=C(C1O)C(C)(C)C